C1(=CC=CC=C1)N1CCC(=CC1)B1OC(C(O1)(C)C)(C)C 1,2,3,6-tetrahydro-1-phenyl-4-(4,4,5,5-tetramethyl-1,3,2-dioxaborolan-2-yl)-pyridine